dimethyl (E)-5-((4-cyanobenzylidene)amino)phenyl-1,3-benzenedicarboxylate C(#N)C1=CC=C(\C=N\C=2C=CC=C(C2)C2=C(C=CC=C2C(=O)OC)C(=O)OC)C=C1